C(=S)OC(N)=O Carbamoyl thioformate